3-chloro-N-(3-(6-fluoro-1H-benzoimidazol-2-yl)-1H-indazol-4-yl)propanamide ClCCC(=O)NC1=C2C(=NNC2=CC=C1)C1=NC2=C(N1)C=C(C=C2)F